C(C1=CC=CC=C1)N1CCC(CC1)CCNC(=O)C1CCN(CC1)C1=CC=C(C=C1)C#N N-[2-(benzylpiperidin-4-yl)ethyl]-1-(4-cyanophenyl)piperidine-4-carboxamide